6-[5-[2-[(1-chloro-4-methoxy-6,7-dihydro-5H-cyclopenta[c]pyridin-6-yl)methylamino]ethyl]-2-oxo-1,3-oxazolidin-3-yl]-4H-pyrido[3,2-b][1,4]oxazin-3-one ClC1=NC=C(C2=C1CC(C2)CNCCC2CN(C(O2)=O)C=2C=CC=1OCC(NC1N2)=O)OC